4-(7-methyl-1-oxo-3-(trifluoromethyl)isoquinolin-2(1H)-yl)benzonitrile CC1=CC=C2C=C(N(C(C2=C1)=O)C1=CC=C(C#N)C=C1)C(F)(F)F